2-(3,4-Dimethoxyphenyl)-9-methyl-7-(1,2,3,6-tetrahydropyridin-4-yl)-4H-pyrido[1,2-a]pyrimidin-4-one COC=1C=C(C=CC1OC)C=1N=C2N(C(C1)=O)C=C(C=C2C)C=2CCNCC2